C(C)(C)(C)OC(=O)N1CCC(CC1)CCOC1CN(C1)C1=C2C(N(C(C2=CC=C1)=O)C1C(NC(CC1)=O)=O)=O.NC1=CC(=C(C(=C1)Cl)C=1N=NC=CC1C(C)C)Cl (4-amino-2,6-dichlorophenyl)-4-isopropyl-pyridazine tert-butyl-4-[2-([1-[2-(2,6-dioxopiperidin-3-yl)-1,3-dioxoisoindol-4-yl]azetidin-3-yl]oxy)ethyl]piperidine-1-carboxylate